OC[C@H](CCC=C)NC([O-])=O N-[(1S)-1-(Hydroxymethyl)pent-4-enyl]carbamate